ClC=1C(=C(C=CC1)CC1CN(CCO1)C(=O)OC(C)(C)C)C1=C(N=CS1)C tert-butyl 2-[[3-chloro-2-(4-methylthiazol-5-yl)phenyl]methyl]morpholine-4-carboxylate